P-Mentha-1,3-Diene C1(=CC=C(CC1)C(C)C)C